C(#N)C1=CC(=NC=C1)S(=O)(=O)N[C@@H]1C[C@@H](C1)N(C=1C2=C(N=CN1)NC=C2)C 4-cyano-N-{cis-3-[methyl(7H-pyrrolo[2,3-d]pyrimidin-4-yl)amino]cyclobutyl}pyridine-2-sulfonamide